C(#N)C1=CC(=C(OCC=2C=C(C=CC2F)[C@@H]2CN(CC2)CC2=NC3=C(N2C[C@H]2OCC2)C=C(C=C3F)C(=O)O)C=C1)F 2-{[(3R)-3-{3-[(4-cyano-2-fluorophenoxy)methyl]-4-fluorophenyl}pyrrolidin-1-yl]methyl}-4-fluoro-1-{[(2S)-oxetan-2-yl]methyl}-1H-1,3-benzodiazole-6-carboxylic acid